C(C)(=O)O[C@@H](C(=O)OCC)CC1=C(C=CC(=C1)C=O)OCC1=CC=C(C=C1)OC (R)-ethyl 2-acetoxy-3-(5-formyl-2-((4-methoxybenzyl)oxy)phenyl)propanoate